6-(4-fluorophenyl)-5-((2-methylthiazol-5-yl)methoxy)isoindolin-1-one FC1=CC=C(C=C1)C1=C(C=C2CNC(C2=C1)=O)OCC1=CN=C(S1)C